CC1=NC(=CC(=C1)C=1C(=NN(C1C)C=1SC(=C(N1)C1=CC=C(C=C1)C(F)(F)F)SC(C)C)C)C 2-(4-(2,6-dimethylpyridin-4-yl)-3,5-dimethyl-1H-pyrazol-1-yl)-5-(isopropylthio)-4-(4-(trifluoromethyl)phenyl)thiazole